The molecule is a phosphatidylethanolamine 34:1 obtained by transfer of a proton from the amino to the phosphate group of 1-oleoyl-2-palmitoyl-sn-glycero-3-phosphoethanolamine; major species at pH 7.3. It is a tautomer of a 1-oleoyl-2-palmitoyl-sn-glycero-3-phosphoethanolamine. CCCCCCCCCCCCCCCC(=O)O[C@H](COC(=O)CCCCCCC/C=C\\CCCCCCCC)COP(=O)([O-])OCC[NH3+]